CC1=CC2=C(N=N1)C=CS2 methylthieno[3,2-c]pyridazin